NNC1=CC=C(C2=CC=C(NN)C=C2)C=C1 Diaminobenzidin